tert-butyl (2S)-2-[[(2,5-difluoro-4-phenoxyphenyl)methyl]carbamoyl]pyrrolidine-1-carboxylate FC1=C(C=C(C(=C1)OC1=CC=CC=C1)F)CNC(=O)[C@H]1N(CCC1)C(=O)OC(C)(C)C